(3aR,6aS)-2-acetyl-N-(4-(5-cyano-2,2-dimethyl-2,3-dihydro-1H-pyrrolizin-7-yl)pyridin-2-yl)octahydrocyclopenta[c]pyrrole-5-carboxamide C(C)(=O)N1C[C@@H]2[C@H](C1)CC(C2)C(=O)NC2=NC=CC(=C2)C=2C=C(N1CC(CC21)(C)C)C#N